NC1=C(C=C(C=C1)C1=NN(C(=C1)NC(C1=CC=CC=C1)=O)C)F N-(3-(4-amino-3-fluorophenyl)-1-methyl-1H-pyrazol-5-yl)benzamide